2-(3-bromophenyl)isonicotinic acid methyl ester COC(C1=CC(=NC=C1)C1=CC(=CC=C1)Br)=O